FC(C=1C(=NC(=NC1)NC=1C(=NN(C1)C1CCN(CC1)C)C)NCCCN1CCN(CCC1=O)C)F 4-(3-((5-(Difluoromethyl)-2-((3-methyl-1-(1-methylpiperidin-4-yl)-1H-pyrazol-4-yl)amino)pyrimidin-4-yl)amino)propyl)-1-methyl-1,4-diazepan-5-on